methyl 2-[[tert-butoxycarbonyl-(3-ethylsulfonyl-6-methoxy-imidazo[1,2-a]pyridin-2-yl)amino]methyl]-5-(trifluoromethoxy)benzoate C(C)(C)(C)OC(=O)N(C=1N=C2N(C=C(C=C2)OC)C1S(=O)(=O)CC)CC1=C(C(=O)OC)C=C(C=C1)OC(F)(F)F